C(C)(C)(C)OC(N[C@H](C(=O)N[C@H](C(=O)N(C)OC)CC1C(NCC1)=O)C1CCCC1)=O tert-butyl((1S)-1-cyclopentyl-2-(((2S)-1-(methoxy(methyl) amino)-1-oxo-3-(2-oxopyrrolidin-3-yl)propan-2-yl)amino)-2-oxoethyl)carbamate